(6S)-6-[2-Chloro-3-([1,2,4]-triazolo[1,5-a]pyridin-6-yl-amino)phenyl]-2-imino-6-methyl-3-(tetrahydropyran-4-yl)hexahydropyrimidin-4-one ClC1=C(C=CC=C1NC=1C=CC=2N(C1)N=CN2)[C@@]2(CC(N(C(N2)=N)C2CCOCC2)=O)C